OC1=C(C=C(C=C1)CCCC=CCCCCC)OC 1-(4-hydroxy-3-methoxyphenyl)dec-4-ene